Methyl 4-(2-((5R)-3,3-difluoro-5-((E)-3-hydroxy-4-methylnon-1-en-6-yn-1-yl)-2-oxopyrrolidin-1-yl)ethyl)benzoate FC1(C(N([C@H](C1)\C=C\C(C(CC#CCC)C)O)CCC1=CC=C(C(=O)OC)C=C1)=O)F